C(C)S(=O)(=O)C1=CC(=C(C=C1)C1=NN2C(N=CC=C2)=C1C(=O)O)F 2-(4-Ethylsulfonyl-2-fluorophenyl)pyrazolo[1,5-a]pyrimidine-3-carboxylic acid